C1(CC1)C1=NC=NC(=C1C1=NN2C(N(C(CC2)=O)C(C)C2=CC=C(C=C2)C=2N(C=C(N2)C(F)(F)F)CC)=N1)OC(F)F 2-(4-cyclopropyl-6-(difluoromethoxy)pyrimidin-5-yl)-4-(1-(4-(1-ethyl-4-(trifluoromethyl)-1H-imidazol-2-yl)phenyl)ethyl)-6,7-dihydro-[1,2,4]triazolo[1,5-a]pyrimidin-5(4H)-one